3-[5-Chloro-3-methyl-4-[4-(methylamino)-1-piperidyl]-2-oxo-benzimidazol-1-yl]piperidine ClC1=C(C2=C(N(C(N2C)=O)C2CNCCC2)C=C1)N1CCC(CC1)NC